1,2-dibutenylferrocene C(=CCC)[C-]1C(=CC=C1)C=CCC.[CH-]1C=CC=C1.[Fe+2]